Cl.CN(C(C)=O)C1CNCC1 N-methyl-N-(S)-pyrrolidin-3-yl-acetamide hydrogen chloride